tert-butyl 3-(6-chloro-8-cyclopropoxy-7-(5-methyl-1H-indazol-4-yl)-2-(((S)-1-methylpyrrolidin-2-yl)methoxy) quinazolin-4-yl)-3,6-diazabicyclo[3.1.1]heptane-6-carboxylate ClC=1C=C2C(=NC(=NC2=C(C1C1=C2C=NNC2=CC=C1C)OC1CC1)OC[C@H]1N(CCC1)C)N1CC2N(C(C1)C2)C(=O)OC(C)(C)C